C(C)C=1C(=CC=C2C=C(C=C(C12)C1=C(C=C2C(=NC(=NC2=C1F)OC[C@]12CCCN2C[C@@H](C1)F)N1C[C@@]2(COC(O2)=O)CCC1)F)O)F (5R)-7-(7-(8-Ethyl-7-fluoro-3-hydroxynaphthalen-1-yl)-6,8-difluoro-2-(((2R,7aS)-2-fluorotetrahydro-1H-pyrrolizin-7a(5H)-yl)methoxy)quinazolin-4-yl)-1,3-dioxa-7-azaspiro[4.5]decan-2-one